Yttrium(III) triisopropoxide CC([O-])C.CC([O-])C.CC([O-])C.[Y+3]